FC(C=1C=CC(=NC1)OC=1C=C(C=NC1)N)(F)F 5-[{5-(trifluoromethyl)pyridin-2-yl}oxy]pyridin-3-amine